(1E,6E)-1-(4-Hydroxy-3-methoxyphenyl)-7-(4-hydroxyphenyl)-1,6-heptadiene-3,5-dione OC1=C(C=C(C=C1)\C=C\C(CC(\C=C\C1=CC=C(C=C1)O)=O)=O)OC